COC1=C(C=C(C=C1)OC)C=1C=C2CC(C(C2=CC1F)NC(O[C@@H]1CN2CCC1CC2)=O)(C)C (S)-quinuclidin-3-yl (5-(2,5-dimethoxyphenyl)-6-fluoro-2,2-dimethyl-2,3-dihydro-1H-inden-1-yl)carbamate